N[C@H]1CN(C[C@@H](C1)F)C(=O)C1=CC2=C(N(C(=N2)C2=CC=3C(=NC(=CC3)C=3C(=CC(=C(C3)O)F)F)N2CC2CC2)C)C(=C1)OC 5-(2-{5-[(3R,5R)-3-amino-5-fluoropiperidine-1-carbonyl]-7-methoxy-1-methyl-1H-1,3-benzodiazol-2-yl}-1-(cyclopropylmethyl)-1H-pyrrolo[2,3-b]pyridin-6-yl)-2,4-difluorophenol